FC1=C(C(=CC(=C1C)N1CCNCC1)F)C1C(NC(CC1)=O)=O 3-(2,6-difluoro-3-methyl-4-(piperazin-1-yl)phenyl)piperidine-2,6-dione